NCCOCCNC(C1=C(C=C(C=C1)NC=1C=2N(C=CN1)C(=CN2)C2=CC(=C(C=C2)OC)F)CC(F)F)=O N-[2-(2-aminoethoxy)ethyl]-2-(2,2-difluoroethyl)-4-[[3-(3-fluoro-4-methoxyphenyl)imidazo[1,2-a]pyrazin-8-yl]amino]benzamide